C1(CCCC1)N1[C@@H](C(N(C=2C=NC(=NC12)NC1=C(C=C(C(=O)NCCOCCOCCOCCOCCN(C/C=C/C(=O)O)C)C=C1)OC)C)=O)CC (E)-4-[2-[2-[2-[2-[2-[[4-[[(7R)-8-cyclopentyl-7-ethyl-5-methyl-6-oxo-7H-pteridin-2-yl]amino]-3-methoxy-benzoyl]amino]ethoxy]ethoxy]ethoxy]ethoxy]ethyl-methyl-amino]but-2-enoic acid